OC(CCCC1=CCC(CC1)C=[N+](C(C)C)[O-])(C)C 1-(4-(4-hydroxy-4-methylpentyl)cyclohex-3-en-1-yl)-N-isopropylmethanimine oxide